ClC1=CC(=CN=N1)NC1=NC2=C(C=CC(=C2C=N1)N1[C@@H]([C@H](C1)CS(=O)(=O)C)C)C(C)C N-(6-Chloropyridazin-4-yl)-8-isopropyl-5-((2R,3S)-2-methyl-3-((methylsulfonyl)methyl)azetidin-1-yl)quinazolin-2-amine